6-(cyclopropanecarboxamido)-N-methoxy-4-((3-methyl-2-(N-methylmethanesulfonamido)phenyl)amino)nicotinamide C1(CC1)C(=O)NC1=NC=C(C(=O)NOC)C(=C1)NC1=C(C(=CC=C1)C)N(S(=O)(=O)C)C